ClC1=NC=C(C=C1NS(=O)(=O)CCN1CCN(CC1)C)C=1C=C2C(=NC=NC2=CC1)NC1=CC(=C(C=C1)F)Cl N-(2-chloro-5-(4-((3-chloro-4-fluorophenyl)amino)quinazolin-6-yl)pyridin-3-yl)-2-(4-methylpiperazin-1-yl)ethane-1-sulfonamide